3-(tert-butoxy)-2-((tert-butoxycarbonyl)amino)propionic acid C(C)(C)(C)OCC(C(=O)O)NC(=O)OC(C)(C)C